Methyl (R)-2-((tert-butoxycarbonyl)amino)-3-(7-methyl-1H-indazol-5-yl)propanoate C(C)(C)(C)OC(=O)N[C@@H](C(=O)OC)CC=1C=C2C=NNC2=C(C1)C